C1(CC1)C(=O)C=1C=C2N(N1)[C@@H](C[C@@H]2F)C2=CC=CC=C2 cyclopropyl((4S,6S)-4-fluoro-6-phenyl-5,6-dihydro-4H-pyrrolo[1,2-b]pyrazol-2-yl)methanone